[Sn].CC(CO)(C)C1=CC=C(C=C1)NC 2-methyl-2-[4-(methylamino)phenyl]propan-1-ol TiN